ClC=1C=C(C=CC1)C(C#N)=C1CCN(CC1)C(=O)N1CC=2N(CC1)N=CN2 2-(3-chlorophenyl)-2-(1-(5,6,7,8-tetrahydro-[1,2,4]triazolo[1,5-a]pyrazine-7-carbonyl)piperidin-4-ylidene)acetonitrile